(R)-N-(8,9-difluoro-6-oxo-1,4,5,6-tetrahydro-2H-pyrano[3,4-c]isoquinolin-1-yl)-4,5-difluoro-N-methyl-1H-indole-2-carboxamide FC=1C(=CC=2C3=C(NC(C2C1)=O)COC[C@@H]3N(C(=O)C=3NC1=CC=C(C(=C1C3)F)F)C)F